1-Methyl-2'-((4-(pentafluoro-λ6-sulfaneyl)phenyl)amino)-[3,3'-bipyridin]-6(1H)-one CN1C=C(C=CC1=O)C=1C(=NC=CC1)NC1=CC=C(C=C1)S(F)(F)(F)(F)F